OC1=CC=2CC(N3C(C2C2=C1OCC2)=CC(C(=C3)C(=O)OCC)=O)C(C)C ethyl 4-hydroxy-7-isopropyl-11-oxo-2,6,7,11-tetrahydro-1H-furo[2,3-H]pyrido[2,1-a]isoquinoline-10-carboxylate